2-Dodecyl-1-hexadecyl acrylate C(C=C)(=O)OCC(CCCCCCCCCCCCCC)CCCCCCCCCCCC